2,4,5-triethyl-3,6-dimethylphenol C(C)C1=C(C(=C(C(=C1C)CC)CC)C)O